BrC=1C=C(C=CC1)C1(CC(C=2C1=NC=CC2)=O)O[Si](C)(C)C 7-(3-bromophenyl)-7-((trimethylsilyl)oxy)-6,7-dihydro-5H-cyclopenta[b]pyridin-5-one